methyl 4-methoxy-4'-(trifluoromethoxy)-[1,1'-biphenyl]-3-carboxylate COC1=C(C=C(C=C1)C1=CC=C(C=C1)OC(F)(F)F)C(=O)OC